C(=O)O.ClC1=C(C(=O)NCCNCC(N[C@H]2CNCC2)=O)C=CC(=C1)NC=1C=2N(C=CN1)C(=CN2)C=2C(=NN(C2)CC#N)C(F)(F)F (R)-2-chloro-4-((3-(1-(cyanomethyl)-3-(trifluoromethyl)-1H-pyrazol-4-yl)imidazo[1,2-a]pyrazin-8-yl)amino)-N-(2-((2-oxo-2-(pyrrolidin-3-ylamino)ethyl)amino)ethyl)benzamide formate